NC1(CN(C1)C(=O)OC(C)(C)C)C1=CC=CC2=CC=CC=C12 tert-butyl 3-amino-3-(naphthalen-1-yl)azetidine-1-carboxylate